C1(=CC=CC=C1)N1CCNCC1 1-(phenyl)piperazine